ClC=1C(=NC(=NC1)C#CC1CN(CCC1)CCOC=1C=C2C(N(C(C2=CC1)=O)C1C(NC(CC1)=O)=O)=O)NC=1C=C2C=C(C(N(C2=CC1)C)=O)OCC(C)=O 5-(2-(3-((5-chloro-4-((1-methyl-2-oxo-3-(2-oxopropoxy)-1,2-dihydroquinolin-6-yl)amino)pyrimidin-2-yl)ethynyl)piperidin-1-yl)ethoxy)-2-(2,6-dioxopiperidin-3-yl)isoindoline-1,3-dione